O=C1NC(CCC1N1C(C2(CCN(CC2)CC(=O)N2CCC3(CC(C3)C3=NN=C(S3)C=3C(=CC=NC3)NC)CC2)C2=CC(=CC=C12)F)=O)=O 5-(5-(7-(2-(1-(2,6-dioxopiperidin-3-yl)-5-fluoro-2-oxospiro[indolin-3,4'-piperidin]-1'-yl)acetyl)-7-azaspiro[3.5]nonan-2-yl)-1,3,4-thiadiazol-2-yl)-4-(methylamino)pyridin